1-benzyl-N-(pyridin-2-yl)-1H-indazole-3-carboxamide C(C1=CC=CC=C1)N1N=C(C2=CC=CC=C12)C(=O)NC1=NC=CC=C1